4-butyl-N-(1-(3,4-dichlorophenyl)-2-(dimethylamino)ethyl)benzenesulfonamide C(CCC)C1=CC=C(C=C1)S(=O)(=O)NC(CN(C)C)C1=CC(=C(C=C1)Cl)Cl